2-hydrazineyl-5-(trifluoromethyl)pyrimidine N(N)C1=NC=C(C=N1)C(F)(F)F